FC1=CC2=C(CCO2)C(=C1)N1CCN(CC1)CCN1C(CCC2=CC=CC=C12)=O (2-(4-(6-fluoro-2,3-dihydrobenzofuran-4-yl)piperazin-1-yl)ethyl)-3,4-dihydroquinolin-2(1H)-one